FC(C(C)(C)O)(F)C=1C(=C(C=CC1)[C@@H](C)NC=1C2=C(N=C(N1)C)N=CC(=C2)N2CC1N(C(C2)C1)C(C)=O)F 1-{3-[4-({(1R)-1-[3-(1,1-difluoro-2-hydroxy-2-methylpropyl)-2-fluorophenyl]ethyl}amino)-2-methylpyrido[2,3-d]pyrimidin-6-yl]-3,6-diazabicyclo[3.1.1]heptan-6-yl}ethan-1-one